phenylene bis(4-aminobenzoate) NC1=CC=C(C(=O)OC2=C(C=CC=C2)OC(C2=CC=C(C=C2)N)=O)C=C1